FC(CC=1C(=NC(=NC1OC)NS(=O)(=O)C1=CNC2=C(C(=CC=C12)F)C=1N(C=CN1)C)OC)F N-[5-(2,2-difluoroethyl)-4,6-dimethoxy-pyrimidin-2-yl]-6-fluoro-7-(1-methylimidazol-2-yl)-1H-indole-3-sulfonamide